NC1=C(C=C(C=N1)C#CC=1C=C(C(=O)NC2=CC(=CC(=C2)C(F)(F)F)N2C=NC(=C2)C)C=CC1C)F 3-((6-amino-5-fluoropyridin-3-yl)ethynyl)-4-methyl-N-(3-(4-methyl-1H-imidazol-1-yl)-5-(triFluoromethyl)phenyl)benzamide